CO[C@@]1([C@H](O)[C@H](O)[C@@H](CO)O1)N1C(=O)NC(=O)C=C1 methyloxyl-uridine